(R)-2-((1-(6-bromo-3-methyl-4-oxo-2-(tetrahydro-2H-pyran-4-yl)-3,4-dihydroquinazolin-8-yl)ethyl)amino)benzoic acid BrC=1C=C2C(N(C(=NC2=C(C1)[C@@H](C)NC1=C(C(=O)O)C=CC=C1)C1CCOCC1)C)=O